(E)-3-((2-(2-(2-(4-(dimethylamino)-N-methylbut-2-enamido)acetamido)ethyl)pyridin-4-yl)amino)-6-ethyl-5-(ethyl(methyl)amino)pyrazine-2-carboxamide CN(C/C=C/C(=O)N(C)CC(=O)NCCC1=NC=CC(=C1)NC=1C(=NC(=C(N1)N(C)CC)CC)C(=O)N)C